ClC=1C=CC2=C(C(=C(S2)S(=O)(=O)NC2=C(C=CC=C2)C#CC2=CC=C(C(=O)O)C=C2)C)C1 4-{2-[2-(5-chloro-3-methyl-1-benzothiophene-2-sulfonamido)phenyl]-ethynyl}benzoic acid